1-(7-(8-ethynyl-7-fluoro-3-hydroxynaphthalen-1-yl)-8-fluoro-2-(((2R,7aS)-2-fluorotetrahydro-1H-pyrrolizin-7a(5H)-yl)methoxy)pyrido[4,3-d]pyrimidin-4-yl)azetidine-3-carbonitrile C(#C)C=1C(=CC=C2C=C(C=C(C12)C1=C(C=2N=C(N=C(C2C=N1)N1CC(C1)C#N)OC[C@]12CCCN2C[C@@H](C1)F)F)O)F